2-amino-6-(2-methoxy-2-methylpropoxy)-4-(6-(6-((6-methoxypyridin-3-yl)methyl)-3,6-diazabicyclo[3.1.1]Heptane-3-yl)pyridin-3-yl)pyrazolo[1,5-a]Pyridine-3-carbonitrile NC1=NN2C(C(=CC(=C2)OCC(C)(C)OC)C=2C=NC(=CC2)N2CC3N(C(C2)C3)CC=3C=NC(=CC3)OC)=C1C#N